4-(((3,3-difluorocyclobutyl)carbamoyl)cyclohexyl)-2,4-dimethyl-benzo[d][1,3]dioxole-5-carboxylic acid FC1(CC(C1)NC(=O)C1(CCCCC1)C1(C(=CC=C2OC(OC21)C)C(=O)O)C)F